Glutarylglycine C(CCCC(=O)O)(=O)NCC(=O)O